COC1=NC=C(C(=C1)C(C(=O)O)C)S(=O)(=O)C 2-(2-methoxy-5-(methylsulfonyl)pyridin-4-yl)propionic acid